((7R)-7-Amino-2-azabicyclo[2.2.1]heptan-2-yl)(2-(1-(cyclopropylmethyl)-6-(2-fluoro-3-hydroxyphenyl)-1H-indol-2-yl)-4-methoxy-3-methylbenzo[b]thiophen-6-yl)methanone N[C@H]1C2N(CC1CC2)C(=O)C=2C=C(C1=C(SC(=C1C)C=1N(C3=CC(=CC=C3C1)C1=C(C(=CC=C1)O)F)CC1CC1)C2)OC